C(CCCCCCCCCCCCCCC)(=O)OCC1OC(C(C(C1O)O)O)OC1(OC(C(C1O)O)CO)CO (6-{[3,4-dihydroxy-2,5-bis(hydroxymethyl)oxolan-2-yl]oxy}-3,4,5-trihydroxyoxan-2-yl)methyl hexadecanoate